ClC1=C(C=CC(=C1)C(=O)O)OB(O)O 2-chloro-4-carboxyphenylboric acid